ClC1=C(SC=C1)C(=O)N1N=CC2=C(B1O)C=CC=C2 (3-chlorothiophen-2-yl)(1-hydroxybenzo-[d][1,2,3]diazaborinin-2(1H)-yl)methanone